(S)-ethyl 8-(2-amino-6-((R)-1-(4-chloro-2-(naphthalen-2-yl)phenyl)-2,2,2-trifluoroethoxy)pyrimidin-4-yl)-2,8-diazaspiro[4.5]decane-3-carboxylate NC1=NC(=CC(=N1)N1CCC2(C[C@H](NC2)C(=O)OCC)CC1)O[C@@H](C(F)(F)F)C1=C(C=C(C=C1)Cl)C1=CC2=CC=CC=C2C=C1